2-Chloro-N-[3-({[6-(methylamino)-4-(quinolin-7-ylamino)-1,3,5-triazacyclohexan-2-yl]amino}methyl)phenyl]acetamide ClCC(=O)NC1=CC(=CC=C1)CNC1NC(NC(N1)NC1=CC=C2C=CC=NC2=C1)NC